4-(2-(Cyclobutyl(ethyl)amino)-6-(trifluoromethyl)pyrimidine-4-carboxamido)benzoic acid C1(CCC1)N(C1=NC(=CC(=N1)C(=O)NC1=CC=C(C(=O)O)C=C1)C(F)(F)F)CC